acryloxypentadecyldichloromethylsilane C(C=C)(=O)OCCCCCCCCCCCCCCC[SiH2]C(Cl)Cl